CS(=O)(=O)NC(=O)C1=NC2=CC=CC=C2C(=C1)C(F)(F)F N-(methylsulfonyl)-4-(trifluoromethyl)quinoline-2-carboxamide